4-fluoro-N,1-dimethyl-N-[4-(trifluoromethoxy)phenyl]-6-vinylindazole-3-carboxamide FC1=C2C(=NN(C2=CC(=C1)C=C)C)C(=O)N(C1=CC=C(C=C1)OC(F)(F)F)C